BrC=1C=C2C(=NN(C(C2=CC1)=O)CC(=O)NC1=NC=C(C=N1)F)OC1CN(C1)CC(F)(F)F 2-[6-bromo-1-oxo-4-[1-(2,2,2-trifluoroethyl)azetidin-3-yl]oxyphthalazin-2-yl]-N-(5-fluoropyrimidin-2-yl)acetamide